COC(=O)C1=NC(=CC(=C1)C#N)N(C)C 4-cyano-6-(dimethylamino)pyridine-2-carboxylic acid methyl ester